4-{2-[(6-chloropyrimidin-4-yl)carbamoyl]ethyl}-2,6-dimethylpiperazine-1-carboxylic acid tert-butyl ester C(C)(C)(C)OC(=O)N1C(CN(CC1C)CCC(NC1=NC=NC(=C1)Cl)=O)C